ClC1=C(C=CC=C1)C#CCNC 3-(2-chlorophenyl)-N-methylprop-2-yn-1-amine